5-[(4-methoxybenzyl)(4-dimethylaminobenzyl)aminocarbonyloxyethoxy]dimethylaminobenzene COC1=CC=C(CC(COC=2C=CC=C(C2)N(C)C)OC(=O)NCC2=CC=C(C=C2)N(C)C)C=C1